(S)-tert-butyl 2-(1-(6-(3-fluorophenyl)-3-methyl-5-oxo-5H-thiazolo[3,2-a]pyrimidin-7-yl)ethyl)-hydrazinecarboxylate FC=1C=C(C=CC1)C1=C(N=C2N(C1=O)C(=CS2)C)[C@H](C)NNC(=O)OC(C)(C)C